C(C)(=O)N1CCC(CC1)C=1OC2=C(C(=C(C=C2C(C1)=O)Cl)N)NS(O)(=O)=O (2-(1-acetylpiperidin-4-yl)-7-amino-6-chloro-4-oxo-4H-chromen-8-yl)sulfamic acid